6-[3-(5-chloro-2-methoxypyridine-3-sulfonamido)-2,6-difluorophenyl]-N-[4-[(dimethylamino)methyl]phenyl]imidazo[1,5-a]pyrazine-1-carboxamide ClC=1C=C(C(=NC1)OC)S(=O)(=O)NC=1C(=C(C(=CC1)F)C=1N=CC=2N(C1)C=NC2C(=O)NC2=CC=C(C=C2)CN(C)C)F